3,3'-dihydroxy-4,4'-benzidine OC=1C=C(C=CC1N)C1=CC(=C(N)C=C1)O